5-chloro-N1,N3-bis(2,6-difluorophenyl)-N1,N3-diphenylbenzene-1,3-diamine ClC=1C=C(C=C(C1)N(C1=CC=CC=C1)C1=C(C=CC=C1F)F)N(C1=CC=CC=C1)C1=C(C=CC=C1F)F